(S)-5-fluoro-N-(3-fluoro-4-(2-(trifluoromethyl)pyrrolidin-1-yl)phenyl)-6-(1H-tetrazol-5-yl)benzofuran-3-carboxamide (4Z)-hept-4-en-2-yl-2-hydroxybenzoate CC(C\C=C/CC)OC(C1=C(C=CC=C1)O)=O.FC=1C(=CC2=C(C(=CO2)C(=O)NC2=CC(=C(C=C2)N2[C@@H](CCC2)C(F)(F)F)F)C1)C1=NN=NN1